(4-tert-butyl-phenyl)-(1,3-dimethyl-azetidin-3-yl)-(5-pyrrolidin-1-yl-pyridin-3-yl)-methanol C(C)(C)(C)C1=CC=C(C=C1)C(O)(C=1C=NC=C(C1)N1CCCC1)C1(CN(C1)C)C